The molecule is a sphingolipid in which D-xylo-phytosphingosine is substituted on O-1 by an alpha-D-galactosyl group and on nitrogen by a hexacosanoyl group. It derives from a D-xylo-phytosphingosine. CCCCCCCCCCCCCCCCCCCCCCCCCC(=O)N[C@@H](CO[C@@H]1[C@@H]([C@H]([C@H]([C@H](O1)CO)O)O)O)[C@H]([C@@H](CCCCCCCCCCCCCC)O)O